FC(C1=NC2=CC=CC=C2C(=N1)N1N=C(N=C1N)N)(F)F 1-(2-(trifluoromethyl)quinazolin-4-yl)-1H-1,2,4-triazole-3,5-diamine